NC1=CC(=C(C(=C1)F)N1C(N(C2=C(C3=C1C=C(C=C3)Cl)C=C(N=C2)C#N)CC)=O)F 7-(4-amino-2,6-difluorophenyl)-9-chloro-5-ethyl-6-oxo-6,7-dihydro-5H-benzo[d]pyrido[4,3-f][1,3]diazepine-2-carbonitrile